FC1=C(C=CC=C1)[C@@H]([C@@H]1CC(N1C(=O)OC(C)(C)C)(C)C)O tert-butyl (S)-4-((S)-(2-fluorophenyl)(hydroxy)-methyl)-2,2-dimethylazetidine-1-carboxylate